5-amino-6-(2-chloro-5-fluorophenyl)-6-hydroxy-2-methyl-3-{[tris(prop-2-yl)silyl]ethynyl}-7,8-dihydro-6H-pyrrolo[4,3-g]indazol-8-one NC1=CC2=C(N(N=C2C2=C1C(NC2=O)(O)C2=C(C=CC(=C2)F)Cl)C)C#C[Si](C(C)C)(C(C)C)C(C)C